(2R,3S)-3-(methanesulfonyl-methyl)-2-methylazetidin CS(=O)(=O)C[C@@H]1[C@H](NC1)C